(7R,8aS)-7-(2,3-dichloro-6-hydroxyphenyl)-2-[(1R,2R)-rel-2-hydroxycyclobutyl]-hexahydropyrrolo[1,2-a]pyrazin-4-one ClC1=C(C(=CC=C1Cl)O)[C@H]1C[C@@H]2N(C(CN(C2)[C@H]2[C@@H](CC2)O)=O)C1 |o1:17,18|